4,7-epoxy-2-benzofuran C=1OC=C2C1C1=CC=C2O1